2,2-difluoro-N-methoxy-N-methyl-cyclopropanecarboxamide FC1(C(C1)C(=O)N(C)OC)F